C(C1=CC=CC=C1)[C@@H](C(NCC(NCO[C@H](C(=O)O)C1CC1)=O)=O)NC(CNC(CNC(CCCCCN1C(C2=C(N=C(N=C2)S(=O)(=O)C)CC1)=O)=O)=O)=O (2S,10S)-10-benzyl-2-cyclopropyl-23-(2-methylsulfonyl-5-oxo-7,8-dihydropyrido[4,3-d]pyrimidin-6(5H)-yl)-6,9,12,15,18-pentaoxo-3-oxa-5,8,11,14,17-pentaazatricosanoic acid